1-(2,3-difluoropropyl)azetidin FC(CN1CCC1)CF